undecane-1-ol C(CCCCCCCCCC)O